ClC(C=O)(CCC#N)CCl chloro-2-chloromethyl-4-cyanobutyraldehyde